tert-butyl (R)-2-(3-fluoro-4-(7-((3-(4-fluoropiperidin-1-yl)propyl)carbamoyl)-6-methoxybenzo[d]imidazo[2,1-b]thiazol-2-yl)phenyl)pyrrolidine-1-carboxylate FC=1C=C(C=CC1C=1N=C2SC3=C(N2C1)C=C(C(=C3)C(NCCCN3CCC(CC3)F)=O)OC)[C@@H]3N(CCC3)C(=O)OC(C)(C)C